N-[3-(aminomethyl)pyrazin-2-yl]-N-methylmethane-sulfonamide NCC=1C(=NC=CN1)N(S(=O)(=O)C)C